tert-butyl (S)-8'-bromo-9'-chloro-7'-fluoro-5'-((1-methylpyrrolidin-2-yl)methoxy)-3'-oxo-3',4'-dihydro-1'H-spiro[piperidine-4,2'-pyrazino[2,3-c]quinoline]-1-carboxylate BrC=1C(=CC=2C3=C(C(=NC2C1F)OC[C@H]1N(CCC1)C)NC(C1(N3)CCN(CC1)C(=O)OC(C)(C)C)=O)Cl